C(=O)(O)C(C)C1CCC(C(C1)C(=O)O)C12C(C(OC1)=O)C(C(CC2)O)(C)C 5-(1-carboxyethyl)-2-(6-hydroxy-7,7-dimethyl-1-oxo-octahydro-2-benzofuran-3a-yl)cyclohexane-1-carboxylic acid